toluenesulfonic acid (tosylate) salt S(=O)(=O)(O)C1=CC=C(C)C=C1.C(C1=CC=CC=C1)S(=O)(=O)O